1-(6-methoxy-4-methyl-3-pyridyl)-2-oxo-6-(trifluoromethyl)pyridine-3-carboxylic acid COC1=CC(=C(C=N1)N1C(C(=CC=C1C(F)(F)F)C(=O)O)=O)C